sebacic acid, bis(1-methylethyl) ester C(CCCCCCCCC(=O)OC(C)C)(=O)OC(C)C